COC1=C(C=C(C(=C1)C(=O)O)OC)C(=O)O 2,5-dimethoxy-1,4-dicarboxybenzene